(±)-1-[(3-Methyl-3H-[1,2,3]triazol-4-yl)-(3-trifluoromethyl-phenyl)-methyl]-3-spiro[3.3]hept-2-yl-urea CN1N=NC=C1[C@H](NC(=O)NC1CC2(C1)CCC2)C2=CC(=CC=C2)C(F)(F)F |r|